CC1N(CCOC1)C=1C=C(C=2N(N1)C(=NC2)C2=CC=NN2)C=2C(=NC=NC2)C 3-methyl-4-(4-(4-methylpyrimidin-5-yl)-7-(1H-pyrazol-5-yl)imidazo[1,5-b]pyridazin-2-yl)morpholine